C1(=CC=CC=C1)C1=C2C(=C(C(=C(C2=CC2=CC=CC=C12)C1=CC=CC=C1)C1=CC2=CC3=CC=CC=C3C=C2C=C1)C1=CC=CC=C1)C1=CC=CC=C1 tetraphenyl-2,2'-bianthracene